OC(=O)C(F)(F)F.ClC1=C(C=C(C=C1)Cl)S(=O)(=O)NC1=C(C(=C(C=C1)F)C#CC=1C=NC(=NC1)NC)F 2,5-dichloro-N-(2,4-difluoro-3-((2-(methylamino)pyrimidin-5-yl)ethynyl)phenyl)benzenesulfonamide TFA salt